6-(6-methoxy-5-{[(1s,3r)-3-phenylcyclopentyl]carbamoyl}pyridin-3-yl)-N-methyl-1H-indazole-3-carboxamide COC1=C(C=C(C=N1)C1=CC=C2C(=NNC2=C1)C(=O)NC)C(N[C@@H]1C[C@@H](CC1)C1=CC=CC=C1)=O